C(C)(C)(C)C1=CC(=CC2=CC=CC=C12)C1=NC=CC2=C1N=C(N2COCC[Si](C)(C)C)C2=C(C=CC=C2)C=2C(=CC=CC2)C2=C(C=CC=C2)F 4-(4-(tert-butyl)naphthalen-2-yl)-2-(2''-fluoro-[1,1':2',1''-terphenyl]-2-yl)-1-((2-(trimethylsilyl)ethoxy)methyl)-1H-imidazo[4,5-c]pyridine